disodium 4,4'-bis{[4-anilino-6-morpholino-s-triazin-2-yl] amino}-2,2'-stilbenedisulfonate N(C1=CC=CC=C1)C1=NC(=NC(=N1)N1CCOCC1)NC=1C=C(C(=CC1)C=CC=1C(=CC(=CC1)NC1=NC(=NC(=N1)NC1=CC=CC=C1)N1CCOCC1)S(=O)(=O)[O-])S(=O)(=O)[O-].[Na+].[Na+]